C(CCCCCCCCCCCCCCCC(=O)N)CCCCCCCCCCCCCCCC(=O)N methylenebispalmitamide